ClC=1C(=CC2=CN(N=C2C1)C)\N=C\1/NC(N(C(N1CC1=C(C=C(C(=C1)F)F)F)=O)CC1=NN(C=N1)C)=O (6E)-6-[(6-chloro-2-methyl-2H-indazol-5-yl)imino]-3-[(1-methyl-1H-1,2,4-triazol-3-yl)methyl]-1-[(2,4,5-trifluorophenyl)methyl]-1,3,5-triazinane-2,4-dione